6-(1-Ethyl-2-(t-Butoxycarbonyl)-2-((trans-4-(trifluoromethyl)cyclohexyl)methyl)hydrazino)nicotinic acid C(C)N(N(C[C@@H]1CC[C@H](CC1)C(F)(F)F)C(=O)OC(C)(C)C)C1=NC=C(C(=O)O)C=C1